N-[[2-Fluoro-5-(trifluoromethyl)phenyl]methyl]azetidin-3-amine FC1=C(C=C(C=C1)C(F)(F)F)CNC1CNC1